NC1=C(SC2=NC(=CN=C21)C)C(=O)NC2CC=1C=CC(=NC1CC2)N2CC1(OC3(CC3)CO1)C(C2)N 7-amino-N-(2-{9-amino-4,10-dioxa-7-azadispiro[2.1.45.23]undecan-7-yl}-5,6,7,8-tetrahydroquinolin-6-yl)-3-methylthieno[2,3-b]pyrazine-6-carboxamide